3-bromo-1-(p-toluenesulfonyl)pyrrolo[3,2-b]pyridine BrC1=CN(C=2C1=NC=CC2)S(=O)(=O)C2=CC=C(C)C=C2